10-chloro-2-phenyl-phenanthro[3,4-d]oxazole ClC1=CC=2C3=C(C=CC2C=C1)C=CC=1N=C(OC13)C1=CC=CC=C1